ethyl 2-chloro-4-fluoro-5-isocyanato-benzoate ClC1=C(C(=O)OCC)C=C(C(=C1)F)N=C=O